2,2-difluoroethyltrifluoromethanesulfonic acid FC(COS(=O)(=O)C(F)(F)F)F